2-(3,5-dichloro-2-cyano-4-(4-hydroxy-3-isopropylbenzyl)phenoxy)acetic acid ClC=1C(=C(OCC(=O)O)C=C(C1CC1=CC(=C(C=C1)O)C(C)C)Cl)C#N